BrC=1C(=CC=2NC3=CC=C(C=C3C2C1)Br)C=1C(=NOC1C)C 4-(3,6-dibromo-9H-carbazol-2-yl)-3,5-dimethylisoxazole